(6-chloro-[1,1'-biphenyl]-2-yl)acrylic acid ClC1=CC=CC(=C1C1=CC=CC=C1)C(C(=O)O)=C